1,3,5-tris(4'-amino[1,1'-biphenyl]-4-yl)-pyrimidine NC1=CC=C(C=C1)C1=CC=C(C=C1)N1CN(CC(=C1)C1=CC=C(C=C1)C1=CC=C(C=C1)N)C1=CC=C(C=C1)C1=CC=C(C=C1)N